C(C)C=1C=NC2=CC(=CN=C2C1)CN1CCN(CC1)C=1C=NC(=CC1)C(=O)N1CCCC1 3-ethyl-7-((4-(6-(pyrrolidine-1-carbonyl)pyridin-3-yl)piperazin-1-yl)methyl)-1,5-naphthyridin